4-((2-amino-6-chloropurin-7-yl)methyl)phenylboronic acid NC1=NC(=C2N(C=NC2=N1)CC1=CC=C(C=C1)B(O)O)Cl